The molecule is an icosanoid that is leukotriene E4 in which the non-conjugated double bond has been reduced to a single bond and four methylene groups have been lost from the resulting carboxyalkyl chain. It has a role as a metabolite. It is a secondary alcohol, a tricarboxylic acid, a L-cysteine thioether, an icosanoid and a non-proteinogenic L-alpha-amino acid. It derives from a leukotriene E4. C(C/C=C\\C=C\\C=C\\[C@H]([C@H](CCCC(=O)O)O)SC[C@@H](C(=O)O)N)CC(=O)O